NC1=C(C(=NN1C(C(F)(F)F)C1CCOCC1)C1=CC=C(C=C1)Br)C#N 5-amino-3-(4-bromophenyl)-1-(2,2,2-trifluoro-1-tetrahydropyran-4-yl-ethyl)pyrazole-4-carbonitrile